4-ethyl-2-((3S,4R)-6-fluoro-4-hydroxy-1-isopropyl-3-(o-tolyl)-1,2,3,4-tetrahydroquinolin-7-yl)-5-(hydroxymethyl)-2,4-dihydro-3H-1,2,4-triazol-3-one C(C)N1C(N(N=C1CO)C1=C(C=C2[C@@H]([C@H](CN(C2=C1)C(C)C)C1=C(C=CC=C1)C)O)F)=O